C(C)(=O)NC1=CC=C(C=C1)NC(C(O)C1=CC=C(C=C1)Br)=O N-(4-acetamidophenyl)-2-(4-bromophenyl)-2-hydroxyacetamide